2,4-difluoro-benzene-sulfonyl chloride FC1=C(C=CC(=C1)F)S(=O)(=O)Cl